5-[2-fluoro-6-[(4-methoxyphenyl)methoxy]-4-[(1,3,4-thiadiazol-2-ylamino)methyl]phenyl]-1,1-dioxo-1,2,5-thiadiazolidin-3-one FC1=C(C(=CC(=C1)CNC=1SC=NN1)OCC1=CC=C(C=C1)OC)N1CC(NS1(=O)=O)=O